BrC1=CC=2C(S1)=C(C1=C(SC(=C1)Br)C2C=2SC(=CC2)CC(CCCCCC)CC)C=2SC(=CC2)CC(CCCCCC)CC 2,6-dibromo-4,8-di(5-(2-ethyl-octyl)thiophene-2-yl)benzo[1,2-b:4,5-b']Dithiophene